(S)-(2-cyclopropyl-4,5,6,7-tetrahydrobenzothiazol-6-yl)carbamic acid tert-butyl ester C(C)(C)(C)OC(N[C@@H]1CC2=C(N=C(S2)C2CC2)CC1)=O